Tert-butyl 4-(2-((1H-benzo[d]imidazol-2-yl) (2-methoxyphenyl) methyl)-3-oxoisoindol-5-yl)-5,6-dihydropyridine-1(2H)-carboxylate N1C(=NC2=C1C=CC=C2)C(N2CC1=CC=C(C=C1C2=O)C2=CCN(CC2)C(=O)OC(C)(C)C)C2=C(C=CC=C2)OC